C(#N)C1=C(C2=C(CN(C[C@H]2C2=C(C(=CC=C2)F)C=2C(=NN(C2)CC)C(F)(F)F)C(/C=C/CN(C(OC(C)(C)C)=O)C)=O)S1)C tert-butyl (S,E)-(4-(2-cyano-4-(2-(1-ethyl-3-(trifluoromethyl)-1H-pyrazol-4-yl)-3-fluorophenyl)-3-methyl-4,7-dihydrothieno[2,3-c]pyridin-6(5H)-yl)-4-oxobut-2-en-1-yl)(methyl)-carbamate